C(C)(C)(C)OC(=O)N1C[C@H](CC1)[C@@H](C(=O)O)CC1=CC(=CC=C1)C=1SC(=CC1)Cl (2S)-2-[(3R)-1-tert-Butoxycarbonylpyrrolidin-3-yl]-3-[3-(5-chloro-2-thienyl)phenyl]propanoic acid